4-[5-(1-ethylpyrazol-4-yl)benzimidazol-1-yl]-N-(2-hydroxyethyl)-2,6-dimethoxy-benzamide C(C)N1N=CC(=C1)C1=CC2=C(N(C=N2)C2=CC(=C(C(=O)NCCO)C(=C2)OC)OC)C=C1